1,2,5,6-tetrabromocyclooctane BrC1C(CCC(C(CC1)Br)Br)Br